(S,6S)-6-(azetidin-1-yl)-N'-(((R)-3-methyl-1,2,3,5,6,7-hexahydro-s-indacen-4-yl)carbamoyl)-6,7-dihydro-5H-pyrazolo[5,1-b][1,3]oxazine-3-sulfonimidamide N1(CCC1)[C@H]1CN2C(OC1)=C(C=N2)[S@](=O)(N)=NC(NC2=C1[C@@H](CCC1=CC=1CCCC21)C)=O